N[C@@H]1[C@@H](CN(CC1)C1=C(C=NC2=CC=C(C=C12)C1=C(C(=CC(=C1)F)F)NC(=O)NOC)C1=CC(=CC(=C1)C)F)OC 1-(2-{4-[cis-4-amino-3-methoxypiperidin-1-yl]-3-(3-fluoro-5-methylphenyl)quinolin-6-yl}-4,6-difluorophenyl)-3-methoxyurea